1-methyl-3-(2-ethoxyethyl)-2-imidazolidone CN1C(N(CC1)CCOCC)=O